N-cyclohexyl-N'-[4-(dimethylamino)-α-naphthyl]-carbodiimide C1(CCCCC1)N=C=NC1=CC=C(C2=CC=CC=C12)N(C)C